N-(diethylamino)ethanol CCN(CC)CCO